C(#N)C1=CC=C(C=C1)C1=NN(C(C1)C1=CC=CC=C1)C1=CC=CC=C1 3-(4-cyanophenyl)-1,5-diphenyl-4,5-dihydro-1H-pyrazole